1,3-bis(5-phenyl-1,10-phenanthroline-2-yl)benzene C1(=CC=CC=C1)C1=C2C=CC(=NC2=C2N=CC=CC2=C1)C1=CC(=CC=C1)C1=NC2=C3N=CC=CC3=CC(=C2C=C1)C1=CC=CC=C1